4-((1r,3r,4r)-3-hydroxy-4-methylcyclohexylamino)-2-((1r,4r)-4-methoxy-cyclohexylamino)pyrimidine-5-carboxamide O[C@@H]1C[C@@H](CC[C@H]1C)NC1=NC(=NC=C1C(=O)N)NC1CCC(CC1)OC